C(=C)N1C(OCC1)=O vinylOxazolidinone